2-(3-(7-chloro-6-(1-cyclopropyl-1H-indol-6-yl)-2-oxo-1,2-dihydroquinolin-3-yl)phenyl)acetic acid ClC1=C(C=C2C=C(C(NC2=C1)=O)C=1C=C(C=CC1)CC(=O)O)C1=CC=C2C=CN(C2=C1)C1CC1